N,N'-bis(2,6-di(pent-3-yl)phenyl)ethane-1,2-diimine CCC(CC)C1=C(C(=CC=C1)C(CC)CC)N=CC=NC1=C(C=CC=C1C(CC)CC)C(CC)CC